9-(Difluoro-methyl)-7-fluoro-1,4,4-trimethyl-8-(1-methyl-1H-indol-4-yl)-5H-[1,2,4]triazolo[4,3-a]quinoxaline FC(C=1C(=C(C=C2NC(C=3N(C12)C(=NN3)C)(C)C)F)C3=C1C=CN(C1=CC=C3)C)F